N(C1=CC=CC=C1)C=1C(=NC(=C(N1)NC)C=1C2=C(C=NC1)N(C=N2)C)C(=O)OC methyl 3-anilino-5-(methylamino)-6-(3-methylimidazo[4,5-c]pyridin-7-yl)pyrazine-2-carboxylate